5-(4-(ethylsulfanyl)phenyl)-4-(3,4,5-trimethoxyphenyl)pyrimidine C(C)SC1=CC=C(C=C1)C=1C(=NC=NC1)C1=CC(=C(C(=C1)OC)OC)OC